OC=1C(=NC=CC1C)C(=O)O 3-hydroxy-4-methylpicolinic acid